Boc-D-asparagine C(=O)(OC(C)(C)C)N[C@H](CC(N)=O)C(=O)O